tert-butyl N-methyl-N-[[3-(tetrahydrofuran-3-ylmethyl)-4-pyridyl]methyl]carbamate tert-Butyl-N-methyl-N-[[3-[(E)-tetrahydrofuran-3-ylidenemethyl]-4-pyridyl]methyl]carbamate C(C)(C)(C)OC(N(CC1=C(C=NC=C1)/C=C\1/COCC1)C)=O.CN(C(OC(C)(C)C)=O)CC1=C(C=NC=C1)CC1COCC1